FC=1C=C(OC2=C(C(=C(C=C2)OC)[N+](=O)[O-])C)C=CC1F (3,4-difluorophenoxy)-4-methoxy-2-methyl-3-nitrobenzene